FC1=C(C(=C(C(=C1[B-](C1=C(C(=C(C(=C1F)F)F)F)F)(C1=C(C(=C(C(=C1F)F)F)F)F)C1=C(C(=C(C(=C1F)F)F)F)F)F)F)F)F.C1(=CC=C(C=C1)[S+](C1=CC=C2SC=3C=CC(=CC3C(C2=C1)=O)C(C)C)C1=CC=C(C=C1)C)C 7-[di(p-toluyl)sulfonio]-2-isopropylthioxanthone tetrakis(pentafluorophenyl)borate